ClC=1C=C(C=CC1)[C@H](C(=O)N1[C@@H]2CC([C@H]([C@@H]1C(=O)N[C@@H](C[C@H]1C(NCC1)=O)C#N)CC2)(F)F)O (1S,3R,4S)-2-((R)-2-(3-chlorophenyl)-2-hydroxyacetyl)-N-((S)-1-cyano-2-((S)-2-oxopyrrolidin-3-yl)ethyl)-5,5-difluoro-2-azabicyclo[2.2.2]octane-3-carboxamide